FC=1C=2N(C=CC1I)N=C(N2)N 8-fluoro-7-iodo-[1,2,4]triazolo[1,5-a]pyridin-2-amine